N1=C(C=CC=C1)C(C)([2H])N1C[C@@H]2[C@H](C1)CC(C2)NC=2N=NC(=CC2)C2=C(C(=CC(=C2)F)F)F (3aR,5s,6aS)-2-(1-(pyridin-2-yl)ethyl-1-d)-N-(6-(2,3,5-trifluorophenyl)pyridazin-3-yl)octahydrocyclopenta[c]pyrrol-5-amine